ClC1=CC=C(C=C1)C1=NC(=CC=C1)C1=CC=CC=C1 2-(4-chlorophenyl)-6-phenylpyridine